6-Fluoro-N-(2-((2S,3S)-2-methylpiperidin-3-yl)thieno[2,3-b]pyridin-4-yl)benzo[d]thiazol-5-amine FC1=CC2=C(N=CS2)C=C1NC1=C2C(=NC=C1)SC(=C2)[C@@H]2[C@@H](NCCC2)C